The molecule is a nucleobase analogue that is uracil substituted with a (1,2-dideoxy-D-ribityl)amino group at position 6 and an (E)-(2-oxopropylidene)amino group at position 5; one of 20 modifications to the potent microbial riboflavin-based metabolite antigen 5-(2-oxopropylideneamino)-6-D-ribityl aminouracil (5-OP-RU), an activator of mucosal-associated invariant T (MAIT) cells when presented by the MR1 protein (reported in MED:32123373). It has a role as an epitope. It is a pyrimidone and a nucleobase analogue. It derives from a uracil. CC(=O)C=NC1=C(NC(=O)NC1=O)NCC[C@@H]([C@@H](CO)O)O